N1C=2N(C(NC1)=O)N=CC2 1H-3H-pyrazolo[1,5-a][1,3,5]Triazine-4-one